2,2'-{4-[1-ethoxy-3-(4-ethoxyphenyl)-1-oxopropan-2-yl]-10-[1-ethoxy-1-oxopentan-2-yl]-1,4,7,10-tetraazacyclododecane-1,7-diyl}diacetic acid C(C)OC(C(CC1=CC=C(C=C1)OCC)N1CCN(CCN(CCN(CC1)CC(=O)O)C(C(=O)OCC)CCC)CC(=O)O)=O